[4-[N-[1-(pyridin-4-yl) methoxycarbonyl] glycyl prolylamino] benzyl]-3,7-bis(dimethylamino)-10H-phenothiazine-10-carboxylate N1=CC=C(C=C1)COC(=O)NCC(=O)N1[C@@H](CCC1)C(=O)NC1=CC=C(COC(=O)N2C3=CC=C(C=C3SC=3C=C(C=CC23)N(C)C)N(C)C)C=C1